(E)-3-((4-fluoro-3-((E)-4-(piperidin-1-ylmethyl)styryl)-1H-indazol-6-yl)methylene)-4-phenylpyrrolidin-2-one FC1=C2C(=NNC2=CC(=C1)\C=C/1\C(NCC1C1=CC=CC=C1)=O)\C=C\C1=CC=C(C=C1)CN1CCCCC1